1-(2-hydroxypropyl)-4-(2-aminoethyl)piperazine carbon [C].OC(CN1CCN(CC1)CCN)C